Bis(4-amino-3-methyl-cyclohexyl)methan NC1C(CC(CC1)CC1CC(C(CC1)N)C)C